3-[4-(trifluoromethoxy)phenyl]urea FC(OC1=CC=C(C=C1)NC(N)=O)(F)F